C(#N)C=1C=C(C=CC1)S(=O)(=O)OC1=CC=C(C=C1)C1=CN=C(S1)C=1C=NC=CC1 4-(2-(pyridin-3-yl)thiazol-5-yl)phenyl 3-cyanobenzenesulfonate